N-{2-[(cyclopropylformamido)[4-(propan-2-yl)phenyl]methyl]phenyl}-1-(2,2,2-trifluoroethyl)azetidine-3-carboxamide C1(CC1)C(=O)NC(C1=C(C=CC=C1)NC(=O)C1CN(C1)CC(F)(F)F)C1=CC=C(C=C1)C(C)C